2-(4,5-dimethyl-6-((1-methylpiperidin-3-yl)amino)pyridazin-3-yl)-5-(trifluoromethyl)phenol CC1=C(N=NC(=C1C)NC1CN(CCC1)C)C1=C(C=C(C=C1)C(F)(F)F)O